C1(=CC=CC=C1)S(=O)(=O)N1C=C(C=2C1=NC=CC2)B2OC(C(O2)(C)C)(C)C 1-(Benzenesulfonyl)-3-(4,4,5,5-tetramethyl-1,3,2-dioxaborol-2-yl)pyrrolo[2,3-b]pyridine